9,10-bis(4-diphenylamino-phenyl)anthracene tert-butyl-4-[8-(3-hydroxycyclobutyl)-2-methylsulfonyl-7-oxo-pyrido[2,3-d]pyrimidin-6-yl]-8-methyl-2,3-dihydroquinoxaline-1-carboxylate C(C)(C)(C)OC(=O)N1CCN(C2=CC=CC(=C12)C)C1=CC2=C(N=C(N=C2)S(=O)(=O)C)N(C1=O)C1CC(C1)O.C1(=CC=CC=C1)N(C1=CC=C(C=C1)C=1C2=CC=CC=C2C(=C2C=CC=CC12)C1=CC=C(C=C1)N(C1=CC=CC=C1)C1=CC=CC=C1)C1=CC=CC=C1